OC1=C(C(=CC(=C1)C)C)N1N=C2N=C(NC(C2=C1)=O)C1=NC=NC=C1 2-(2-hydroxy-4,6-dimethylphenyl)-6-(pyrimidin-4-yl)-2,5-dihydro-4H-pyrazolo[3,4-d]pyrimidin-4-one